2-heptadecenyl-1-(2-hydroxyethyl)-imidazoline C(=CCCCCCCCCCCCCCCC)C=1N(CCN1)CCO